NC=1C2=C(N=C(N1)C)C=CC(=N2)C=2C=C(C=CC2)C#C[C@@](C)(O)C2=NC=CC=C2 (R)-4-[3-(4-Amino-2-methyl-pyrido[3,2-d]pyrimidin-6-yl)phenyl]-2-(2-pyridyl)but-3-yn-2-ol